FC1=CC=CC=2NC(=NC21)CCN2CC(N(C1=CC(=C(C=C21)C)C)C)=O N-(2-(4-fluoro-1H-benzo[d]imidazol-2-yl)ethyl)-4,6,7-trimethyl-3-oxo-3,4-dihydroquinoxaline